COC(=O)NC1=CC=C(C=N1)C1=CN=C2N1C=C(C=C2C)N(C(=O)C2=C(C(=O)OC)C=CC=C2)C methyl 2-[[3-[6-(methoxycarbonylamino)-3-pyridyl]-8-methyl-imidazo[1,2-a]pyridin-6-yl]-methyl-carbamoyl]benzoate